6-(((2S,4R)-4-fluoro-1-(3-hydroxypropyl)-2-methylpyrrolidin-2-yl)methoxy)-3,4-dihydro-2H-pyrimido[4,5-e][1,3]oxazin-2-one F[C@@H]1C[C@@](N(C1)CCCO)(C)COC=1N=CC2=C(CNC(O2)=O)N1